FC=1C=CC(=C(CC=2C=C3C(=NNC3=CC2)\C=C\C2=NC=CC=C2)C1)OC (E)-5-(5-fluoro-2-methoxybenzyl)-3-(2-(pyridin-2-yl)vinyl)-1H-indazole